C1[C@@H]([C@H](O[C@H]1N2C=NC3=C(NC(=O)N=C32)N)COP(=O)(O)OP(=O)(O)OP(=O)(O)O)O The molecule is a purine 2'-deoxyribonucleoside 5'-triphosphate in which the 2'-deoxyribonucleoside moiety is 2'-deoxy-2-hydroxyadenosine. It is a conjugate acid of a 2-hydroxy-dATP(3-).